FC1=C(C(=C(C=C1C1=NN(C2=C1C=NC(=C2)N2C1(CC1)CCOCC2)C)C(F)(F)F)F)O 2,6-Difluoro-3-(1-methyl-6-(7-oxa-4-azaspiro[2.6]nonan-4-yl)-1H-pyrazolo[4,3-c]pyridin-3-yl)-5-(trifluoromethyl)phenol